2-((1-(2,5-difluorobenzyl)-4-fluoropiperidin-4-yl)methylene)-5,6-dimethoxy-2,3-dihydrobenzo[b]thiophene 1,1-dioxide FC1=C(CN2CCC(CC2)(F)C=C2CC3=C(S2(=O)=O)C=C(C(=C3)OC)OC)C=C(C=C1)F